2-methyl-6-[(tetrahydrofuran-3-yl)methyl]-3,6,7,8-tetrahydro-4H-pyrrolo[2,3-g]quinazolin-4-one CC1=NC2=CC3=C(C=C2C(N1)=O)N(CC3)CC3COCC3